(S)-4-(cyclopropylethynyl)-6-fluoro-7-((5-(hydroxymethyl)-1H-pyrazol-1-yl)methyl)-4-(trifluoromethyl)-3,4-dihydroquinazolin-2(1H)-one C1(CC1)C#C[C@@]1(NC(NC2=CC(=C(C=C12)F)CN1N=CC=C1CO)=O)C(F)(F)F